CC(C)NC(=O)C1[C@H]2CN(C[C@@H]12)C(=O)C1=NNC(=C1)C(C)C (1r,5s,6r)-N-(propan-2-yl)-3-[5-(propan-2-yl)-1H-pyrazole-3-carbonyl]-3-azabicyclo[3.1.0]hexane-6-carboxamide